C(C)(C)(C)OC(=O)N1CC2(C1)C[C@@H](CC2)OS(=O)(=O)C (R)-6-((methylsulfonyl)oxy)-2-azaspiro[3.4]octane-2-carboxylic acid tert-butyl ester